(R)-5-cyclopropyl-N2-(3-methylisothiazol-5-yl)-N4-(piperidin-3-yl)-7H-pyrrolo[2,3-d]pyrimidine-2,4-diamine C1(CC1)C1=CNC=2N=C(N=C(C21)N[C@H]2CNCCC2)NC2=CC(=NS2)C